5-(2-chlorophenyl)-6-methyl-[1,3]thiazolo[4,5-B]pyridine ClC1=C(C=CC=C1)C1=C(C=C2C(=N1)N=CS2)C